CC(=O)[C@H]1CC[C@@H]2[C@@]1(CC[C@H]3[C@H]2CCC4=CC(=O)CC[C@]34C)C pregnene-3,20-dione